N1=CC=C(C=C1)NC(=O)[C@@H]1CN(CCC1)C1=NC(=NC=C1)C1=CN=C2N1C=C(C(=C2)F)Cl (S)-1-[2-(6-chloro-7-fluoro-imidazo[1,2-a]pyridin-3-yl)-pyrimidin-4-yl]-piperidine-3-carboxylic acid pyridin-4-ylamide